ethyl (R)-5-hydroxy-2-methyl-1,2,3,6-tetrahydropyridine-4-carboxylate OC1=C(C[C@H](NC1)C)C(=O)OCC